N-(3-(1,1-difluoroethyl)phenyl)-1-(3-(N,N-dimethylsulfamoyl)phenyl)-3-methyl-5-oxo-4,5-dihydro-1H-pyrazole-4-carboxamide FC(C)(F)C=1C=C(C=CC1)NC(=O)C1C(=NN(C1=O)C1=CC(=CC=C1)S(N(C)C)(=O)=O)C